C(C)OP(=O)(OCC)C(C(=O)OCC)CC(=O)OC(C)(C)C 4-(tert-butyl) 1-ethyl 2-(diethoxyphosphoryl)succinate